(E)-(4-((7,8-dihydroisoquinolin-5(6H)-ylidene)amino)phenethyl)carbamic acid tert-butyl ester C(C)(C)(C)OC(NCCC1=CC=C(C=C1)/N=C\1/C=2C=CN=CC2CCC1)=O